2-methyl-2-butenyl-methyldimethoxysilane CC(C[Si](OC)(OC)C)=CC